S1C=NC2=C1C(=CC=C2)CCCC(=O)N2[C@H](CN(CC2)C2=NC=C(C=C2C)F)C (S)-4-(benzo[d]thiazol-7-yl)-1-(4-(5-fluoro-3-methylpyridin-2-yl)-2-methylpiperazin-1-yl)butan-1-one